tert-butyl (R)-((3-bromo-2,6-difluoro-4-((1-(1-phenylethyl)piperidin-4-yl)oxy)phenyl)sulfonyl)(thiazol-4-yl)carbamate BrC=1C(=C(C(=CC1OC1CCN(CC1)[C@H](C)C1=CC=CC=C1)F)S(=O)(=O)N(C(OC(C)(C)C)=O)C=1N=CSC1)F